C(C)(C)(CC(C)(C)C)C1=CC=C(OC(C(=O)O)CC)C=C1 4-t-octylphenoxybutyric acid